(2S,5R)-5-(tert-Butoxycarbonyl-(hydroxy)amino)-3-methyl-5,6-dihydropyridine C(C)(C)(C)OC(=O)N([C@@H]1C=C(C=NC1)C)O